N1(CCCCC1)CC1=CC=C(O1)C(C(C)NNC(NC)=S)NNC(NC)=S 2,2'-(1-(5-(piperidin-1-ylmethyl)furan-2-yl)propane-1,2-diyl)bis(N-methylhydrazine-1-thiocarboxamide)